2,3-bis(dimethylsilyl)-N1,N1,N4,N4-tetraphenyl-benzene-1,4-diamine C[SiH](C1=C(C=CC(=C1[SiH](C)C)N(C1=CC=CC=C1)C1=CC=CC=C1)N(C1=CC=CC=C1)C1=CC=CC=C1)C